FC=1C=C(C=NC1)C=1N=NN(C1)[C@H](C(=O)N1[C@@H](C[C@H](C1)O)C(=O)NC)C(C)(C)C (2S,4r)-1-[(2S)-2-[4-(5-fluoro-3-pyridinyl)triazol-1-yl]-3,3-dimethyl-butyryl]-4-hydroxy-N-methyl-pyrrolidine-2-carboxamide